C(#N)C=1C=CC2=CNN=C2C1OC1CN(C1)CC(C(=O)OC)(C)C methyl 3-(3-((6-cyano-2H-indazol-7-yl)oxy)azetidin-1-yl)-2,2-dimethylpropanoate